BrC=1C2=CN(N=C2C(=CC1)C(=O)OC)CCOC methyl 4-bromo-2-(2-methoxyethyl)indazole-7-carboxylate